C(C)N1C(C2=C(C=C1C(F)(F)F)N=C(N2C)C2=C(C=C(C=N2)C(C#N)(C)C)S(=O)(=O)CC)=O 2-[6-[5-ethyl-3-methyl-4-oxo-6-(trifluoromethyl)imidazo[4,5-c]pyridin-2-yl]-5-ethylsulfonyl-3-pyridyl]-2-methyl-propanenitrile